ClC1=C(C=C(C=C1)NC(CN1N=CC(=C1)C1=CC=C2C(=NNC2=C1)NC=1C=NN(C1)C)=O)C(F)(F)F N-(4-chloro-3-(trifluoromethyl)phenyl)-2-(4-(3-((1-methyl-1H-pyrazol-4-yl)amino)-1H-indazol-6-yl)-1H-pyrazol-1-yl)acetamide